3,6-dichloro-1-(3-((1',5,5'-trimethyl-4-nitro-1'H-[1,4'-bi-pyrazol]-3-yl)oxy)propyl)-1H-pyrazolo[3,4-d]pyrimidine ClC1=NN(C2=NC(=NC=C21)Cl)CCCOC2=NN(C(=C2[N+](=O)[O-])C)C=2C=NN(C2C)C